BrC1=C(C2=NC(=CC=C2N1COCC[Si](C)(C)C)OC)C1=CC=CC=C1 2-bromo-5-methoxy-3-phenyl-1-{[2-(trimethylsilyl)ethoxy]methyl}-1H-pyrrolo[3,2-b]pyridine